2,3-dimethyl-1,4-bis(2-phenoxyethoxy)naphthalene CC1=C(C2=CC=CC=C2C(=C1C)OCCOC1=CC=CC=C1)OCCOC1=CC=CC=C1